(1R,2R)-1-(3-methylphenyl)-2-(pyridin-2-ylmethyl)cyclohexanol CC=1C=C(C=CC1)[C@@]1([C@H](CCCC1)CC1=NC=CC=C1)O